tert-butyl 3-({6-[6-methoxy-5-(1-methyl-1,2,3-triazol-4-yl)pyridin-2-yl] pyridazin-3-yl}amino)-8-azabicyclo[3.2.1]octane-8-carboxylate COC1=C(C=CC(=N1)C1=CC=C(N=N1)NC1CC2CCC(C1)N2C(=O)OC(C)(C)C)C=2N=NN(C2)C